SC(CCC(=O)OC(CCCCCCC)OC(CCC(C)S)=O)C Octanediol bis(4-mercaptovalerate)